COC1=NC=CC(=C1)C1=C2C=NNC2=C(C=C1)C1=CC=C(N=N1)N(C1CC2CCC(C1)N2)C (exo)-N-{6-[4-(2-methoxypyridin-4-yl)-1H-indazol-7-yl]pyridazin-3-yl}-N-methyl-8-azabicyclo[3.2.1]octan-3-amine